CN(C)CCCNC(=NC1CCCCC1)NC1CCCCC1 1-(3-(N,N-dimethylamino)propyl)-2,3-dicyclohexylguanidine